(±)-(4aR,13bS)-4-methyl-10-(trifluoromethyl)-1,2,3,4,4a,5,6,13b-octahydro-8H-[1,6]naphthyridino[5,6-b]quinazolin-8-one CN1CCC[C@H]2[C@H]1CCN1C2=NC2=CC=C(C=C2C1=O)C(F)(F)F |r|